C(=C)C1CC(CC(C1)C=C)C=C 1,3,5-trivinylcyclohexane